para-aminobenzoyl-L-glutamic acid sodium salt [Na+].NC1=CC=C(C(=O)N[C@@H](CCC(=O)[O-])C(=O)[O-])C=C1.[Na+]